FC1=CC=C(C=C1)[C@@H](C1CCNCC1)C1=CC=C(C=C1)C |o1:7| (S or R)-4-[(4-fluorophenyl)(p-tolyl)methyl]piperidine